2-((2-((3-((4-fluorobenzyl)oxy)benzyl)amino)ethyl)amino)ethan-1-ol FC1=CC=C(COC=2C=C(CNCCNCCO)C=CC2)C=C1